tetrabutyl-succinamide C(CCC)C(C(C(=O)N)(CCCC)CCCC)(C(=O)N)CCCC